C(C)(C)(C)OC(=O)N1CCC2(CN(C2)C=2C3=C(N=CN2)N=CC(=C3)CC(F)(F)F)CC1 tert-Butyl-2-[6-(2,2,2-trifluoroethyl)pyrido[2,3-d]pyrimidin-4-yl]-2,7-diazaspiro[3.5]nonane-7-carboxylate